sulfenyl-sulfur S=S